O=C1C[C@@H](CN1)OC(=O)N1CCN(CC1)C1=NC=2N(C=C1)N=CC2C=2C(=NC=CC2)OC2CN(C2)C(=O)OC(C)(C)C [(3S)-5-Oxopyrrolidin-3-yl]4-[3-[2-(1-tert-butoxycarbonylazetidin-3-yl)oxy-3-pyridyl]pyrazolo[1,5-a]pyrimidin-5-yl]piperazine-1-carboxylate